C1=CC=CC=2C3=CC=CC=C3C(C12)COC(=O)NCC1(CC1)N(C([C@@H](CC(=O)OC(C)(C)C)CC1=CC=CC=C1)=O)C tert-butyl (R)-4-((1-(((((9H-fluoren-9-yl)methoxy)carbonyl)amino)-methyl)cyclopropyl)-(methyl)amino)-3-benzyl-4-oxobutanoate